1-(2-hydroxybutyl)-3-(3-phenyl-2-(pyridin-3-yl)quinolin-6-yl)urea OC(CNC(=O)NC=1C=C2C=C(C(=NC2=CC1)C=1C=NC=CC1)C1=CC=CC=C1)CC